N-[2-[2-(4-fluorophenyl)-5-methoxy-1H-indol-3-yl]ethyl]carbamic acid tert-butyl ester C(C)(C)(C)OC(NCCC1=C(NC2=CC=C(C=C12)OC)C1=CC=C(C=C1)F)=O